1-(4-vinylbenzyl)-3,3'-ethylenebis(5-amino-1H-1,2,4-triazole) C(=C)C1=CC=C(CC(CC2=NNC(=N2)N)C2=NNC(=N2)N)C=C1